C(C)N(C(=O)C=1C=C(N2C=CC=C2C1)C(C1=CC=CC=C1)O)C N-ethyl-5-(hydroxy(phenyl)methyl)-N-methylindolizine-7-carboxamide